bismaleimide sulfur [S].C1(C=CC(N1)=O)=O.C1(C=CC(N1)=O)=O